C1(CC1)C1=C(C=C(C(=C1)CN1CCC2(CN(C(O2)=O)C2=CC=C(C=N2)P(O)(O)=O)CC1)OCC)C1=CC=C(C=C1)F (6-(8-((2-cyclopropyl-5-ethoxy-4'-fluoro-[1,1'-biphenyl]-4-yl)methyl)-2-oxo-1-oxa-3,8-diazaspiro[4.5]decan-3-yl)pyridin-3-yl)phosphonic acid